lithium nickel-nickel-manganese [Mn].[Ni].[Ni].[Li]